FC(S(=O)(=O)[O-])(F)F.FC1=CC=C(C=C1)[S+](C1=CC=C(C=C1)F)C1=CC=C(C=C1)F tris(4-fluorophenyl)sulfonium trifluoromethanesulfonate